ALUMINUM OXYHYDROXIDE O(O)O.[Al]